C(C)N(C1=CC(=C(C(=O)C2=C(C(=O)OCCCC=C)C=CC=C2)C=C1)O)CC pent-4-en-1-yl 2-[4-(diethylamino)-2-hydroxybenzoyl]benzoate